3,8-bis(aminomethyl)decane NCC(CC)CCCCC(CC)CN